(1s,4s)-4-(7-(2-(dimethylamino)ethylamino)-5-methyl-2-oxo-1,2-dihydroquinazolin-3(4H)-yl)-N-(4-methoxy-3-methylphenyl)cyclohexanecarboxamide CN(CCNC1=CC(=C2CN(C(NC2=C1)=O)C1CCC(CC1)C(=O)NC1=CC(=C(C=C1)OC)C)C)C